C(C1=CC=CC=C1)N(C=1C(=C(C=CC1[N+](=O)[O-])C(C(=O)OCC)(C(=O)OCC)CC(C)(F)F)F)CC1=CC=CC=C1 Diethyl 2-[3-(dibenzylamino)-2-fluoro-4-nitrophenyl]-2-(2,2-difluoropropyl)propane-dioate